C(OC1CC(CC1)C=1C=NC(=NC1)NC1=CC(=C(C=C1)S(=O)(=O)NC(=O)OC(C)(C)C)OCCCCCNC(=O)OC(C)(C)C)(OC1=CC=C(C=C1)[N+](=O)[O-])=O 3-(2-{[3-({5-[(tert-butoxycarbonyl)amino]pentyl}oxy)-4-[(tert-butoxycarbonyl)aminosulfonyl]phenyl]amino}pyrimidin-5-yl)cyclopentyl 4-nitrophenyl carbonate